methyl-trans-4-((5-fluoro-4-(3-(piperidin-1-yl)phenyl)pyrimidin-2-yl)amino)cyclohexane-1-carboxylate COC(=O)[C@@H]1CC[C@H](CC1)NC1=NC=C(C(=N1)C1=CC(=CC=C1)N1CCCCC1)F